tert-butyl (5-(pyridin-2-ylamino)pyridin-3-yl)carbamate N1=C(C=CC=C1)NC=1C=C(C=NC1)NC(OC(C)(C)C)=O